NC1=CC=C(OC2=CC(=C(N)C=C2)CCC)C=C1 4-(4-aminophenoxy)-2-propylaniline